3-(7-nitro-3,4-dihydroisoquinolin-2(1H)-yl)piperidine-2,6-dione [N+](=O)([O-])C1=CC=C2CCN(CC2=C1)C1C(NC(CC1)=O)=O